2-methyl-2-{[2-(pyridin-4-yl)pyrido[3,4-d]Pyrimidin-4-yl]Amino}propan-1-ol CC(CO)(C)NC=1C2=C(N=C(N1)C1=CC=NC=C1)C=NC=C2